(2-hydrazino-2-oxoethyl)(methyl)carbamic acid tert-butyl ester C(C)(C)(C)OC(N(C)CC(=O)NN)=O